C(CC)(=O)N[C@H]1C(O)O[C@@H]([C@@H]([C@@H]1O)O)CO N-Propionylgalactosamin